C(C)(C)(C)OC(N(C1=NC=C(N=C1OC)\C=C\OCC)C(=O)OC(C)(C)C)=O (tert-Butoxycarbonyl)-N-{5-[(E)-2-ethoxyvinyl]-3-methoxypyrazin-2-yl}carbamic acid tert-butyl ester